OCC[N+](C)(C)C.C(CCCCCCC\C=C/CCCCCCCC)(=O)OC[C@@H](OC(CCCCCCC\C=C/CCCCCCCC)=O)COP(=O)(O)O 1,2-dioleoyl-sn-glycero-3-phosphate choline